CC=1C(=C2C(=NC1N1CCC3(CN(C3)C(=O)OC(C)(C)C)C1)CC(OC2)(C)C)B2OC(C(O2)(C)C)(C)C tert-butyl 7-[3,7,7-trimethyl-4-(4,4,5,5-tetramethyl-1,3,2-dioxaborolan-2-yl)-5,8-dihydropyrano[4,3-b]pyridin-2-yl]-2,7-diazaspiro[3.4]octane-2-carboxylate